5-[3-[[4-(cyclopropylmethoxy)-3-fluoro-phenyl]carbamoyl]-4-fluoro-phenyl]-2-methyl-pyridine-3-carboxylic acid C1(CC1)COC1=C(C=C(C=C1)NC(=O)C=1C=C(C=CC1F)C=1C=C(C(=NC1)C)C(=O)O)F